C(C1=CC=CC=C1)OC=1C=C(C=CC1)C[C@H](C=C)N |r| (±)-1-(3-(benzyloxy)phenyl)but-3-en-2-amine